C(C)OC1=C(C=CC(=C1)C)OC=C(C1=CC=CC=C1)OCC 2-ethoxy-1-((2-ethoxy-2-phenylvinyl)oxy)-4-methylbenzene